BrC=1C(C2=CC(=CC=C2C1C=1N=CSC1C)OCCOC1=CC(=C(C=C1)OC)OC)=O bromo-6-(2-(3,4-dimethoxyphenoxy)ethoxy)-3-(5-methylthiazol-4-yl)-1H-inden-1-one